C(C)(=O)NCC(=O)NC1CCC=2N(C3=C(C(=CC=C3C2C=2C=NN(C2)C2OCCCC2)Cl)Cl)C1 2-acetamido-N-[3,4-dichloro-10-(1-tetrahydropyran-2-ylpyrazol-4-yl)-6,7,8,9-tetrahydropyrido[1,2-a]indol-7-yl]acetamide